tert-Butyl (1R)-1-{[(6-bromopyridin-2-yl)methoxy]methyl}-6-azaspiro[2.5]octane-6-carboxylate BrC1=CC=CC(=N1)COC[C@@H]1CC12CCN(CC2)C(=O)OC(C)(C)C